NC1=C2N=CN(C2=NC=N1)C[C@H](OCP(=O)(OC1=CC=CC=C1)NCCCOCC1=C(C=CC=C1)C)C ((((1R)-2-(6-amino-9H-purin-9-yl)-1-methyl-ethoxy)methyl-phenoxy-phosphoryl)amino)-3-(2-methylbenzyloxy)-propane